N-[(3R,4S)-1-{5-[2-(3,5-difluoropyridin-2-yl)-4-methylphenyl]-4,5-dihydro-1,2-oxazol-3-yl}-4-fluoropyrrolidin-3-yl]methanesulfonamide FC=1C(=NC=C(C1)F)C1=C(C=CC(=C1)C)C1CC(=NO1)N1C[C@H]([C@H](C1)F)NS(=O)(=O)C